N,N-dimethyl-5-(5-(piperidin-1-ylmethyl)-5,6-dihydro-1,4,2-dioxazin-3-yl)-3-azabicyclo[3.2.0]heptane-1-carboxamide CN(C(=O)C12CNCC2(CC1)C1=NOCC(O1)CN1CCCCC1)C